[6-[4-(trifluoromethylsulfonyl)phenyl]-2-azaspiro[3.3]heptan-2-yl]methanone FC(S(=O)(=O)C1=CC=C(C=C1)C1CC2(CN(C2)C=O)C1)(F)F